N[C@H](C)C=1C=C(C#N)C=C(C1)F 3-[(1R)-1-aminoethyl]-5-fluorobenzonitrile